O1COC=2C=CC=3CCO[C@H](C3C21)[C@H](C)NC (S)-1-((R)-6,9-dihydro-7H-[1,3]dioxolo[4,5-H]isochromen-9-yl)-N-methylethan-1-amine